bromononanoic acid anhydride BrC(C(=O)OC(C(CCCCCCC)Br)=O)CCCCCCC